6-ETHOXYNICOTINALDEHYDE C(C)OC1=NC=C(C=O)C=C1